Tert-butyl 2-(hydroxymethyl)-2-ethylpyrrolidine-1-carboxylate OCC1(N(CCC1)C(=O)OC(C)(C)C)CC